4-[(4-acetoxy)phenyl]-2-butanone C(C)(=O)OC1=CC=C(C=C1)CCC(C)=O